O1N=CC2=C1C=CC=C2.N=C2N=C1C=CC=CC1=C2[N+]#N 2-imino-3-indolediazonium compound with benzisoxazole